ClC=1C=CC=C2C=NC(=NC12)C1=CC=C(OCCO[C@H]2C[C@H](C2)C(=O)OC)C=C1 cis-methyl 3-(2-(4-(8-chloroquinazolin-2-yl)phenoxy)ethoxy)cyclobutanecarboxylate